5-chloro-4-(trifluoromethyl)-1,3-dihydro-2H-inden-2-one ClC=1C(=C2CC(CC2=CC1)=O)C(F)(F)F